benzyl 3-amino-5-(fluoromethyl)-3-methyl-piperidine-1-carboxylate NC1(CN(CC(C1)CF)C(=O)OCC1=CC=CC=C1)C